BrC=1C(=NC=C(C1N1C[C@@](CC1)(C)NC(OC(C)(C)C)=O)C(N[C@@H](C)C1CC1)=O)C(F)(F)F tert-butyl ((S)-1-(3-bromo-5-(((S)-1-cyclopropylethyl)carbamoyl)-2-(trifluoromethyl)pyridin-4-yl)-3-methylpyrrolidin-3-yl)carbamate